anthraquinone-2,6-disulfonyl chloride C1=C(C=CC=2C(C3=CC(=CC=C3C(C12)=O)S(=O)(=O)Cl)=O)S(=O)(=O)Cl